2-(tert-butylamino)-5-methyl-4-phenyl-6H-1,3-oxazine C(C)(C)(C)NC=1OCC(=C(N1)C1=CC=CC=C1)C